methyl (S)-7-((3-methylpiperidin-1-yl) methyl)-3-vinyl-1H-pyrrolo[3,2-b]pyridine-5-carboxylate C[C@@H]1CN(CCC1)CC1=C2C(=NC(=C1)C(=O)OC)C(=CN2)C=C